C(C)(C)C1=C(C=CC=C1)C1=NC=C2N(C(N(C2=N1)CC1CCN(CC1)C(=O)OC(C)(C)C)=O)C tert-Butyl 4-((2-(2-isopropylphenyl)-7-methyl-8-oxo-7,8-dihydro-9H-purin-9-yl)methyl)piperidine-1-carboxylate